FC1=CC=C(C(=O)C=2/C(/C(N3C2NCC3)(C3=CC=CC=C3)O)=C/3\C(OC2=CC=CC=C2C3=O)=O)C=C1 (E)-3-(7-(4-fluorobenzoyl)-5-hydroxy-5-phenyl-2,3-dihydro-1H-pyrrolo[1,2-a]imidazole-6(5H)-ylidene)chroman-2,4-dione